COC=1C=C(C=CC1)CC[C@@H](C(=O)O)NC (S)-4-(3-methoxyphenyl)-2-(methylamino)butanoic acid